P(=O)(O)(O)O.O=C(O)CN(C)C(N)=N.O=C(O)CN(C)C(N)=N.O=C(O)CN(C)C(N)=N tris-creatine phosphate